(2-cyclopentyl-5-fluorobenzyl)-N-cyclopropyl-3-(difluoromethyl)-5-fluoro-1-methyl-1H-pyrazole-4-carboxamide C1(CCCC1)C1=C(CN(C(=O)C=2C(=NN(C2F)C)C(F)F)C2CC2)C=C(C=C1)F